C(C(C)C)C1OCCC(C1)C 2-isobutyl-4-methyltetrahydro-2H-pyran